C(C)(=O)N1CCC(=CC1)C1=CC(=C(COC2=CC=CC(=N2)C2=CC(=C(CC3=NC4=C(N3CCOC)C=C(C=C4)C(=O)O)C=C2F)F)C=C1)F (4-(6-((4-(1-acetyl-1,2,3,6-tetrahydropyridin-4-yl)-2-fluorobenzyl)oxy)pyridin-2-yl)-2,5-difluorobenzyl)-1-(2-methoxyethyl)-1H-benzo[d]imidazole-6-carboxylic acid